Ethyl 3-isocyanatopropanoate N(=C=O)CCC(=O)OCC